FC1CN(C1)C1=C(C(=C(N=N1)OC1=C(C=C(C=C1)F)C)C(=O)NC1=CC(=CC=C1)S(=O)(=N)C)C 6-(3-fluoroazetidin-1-yl)-3-(4-fluoro-2-methyl-phenoxy)-5-methyl-N-[3-(methylsulfonimidoyl)phenyl]pyridazine-4-carboxamide